C(CCCCCCCCCC(=O)O)CCCCCCCCCC(=O)O Japanic acid